6-iodo-2-methyl-3-((2-(1-methyl-1H-pyrazol-4-yl)pyridin-4-yl)oxy)pyridine IC1=CC=C(C(=N1)C)OC1=CC(=NC=C1)C=1C=NN(C1)C